2,2-diisobutyl-3,3-dimethylbutyronitrile C(C(C)C)C(C#N)(C(C)(C)C)CC(C)C